C1CCCC=2C3=CC=CC=C3NC12 (3R)-2,3,4,9-tetrahydro-1H-carbazol